C(CCCCCCCCCCC)(=O)OCC(O)CO monoglycerol monolaurate